FC=1C=2N(C=C(C1C(C)(C)O)C=1C(=NC(=CC1)C1(CC1)C(F)(F)F)C(=O)N)C=C(N2)C2CCNCC2 (8-fluoro-7-(2-hydroxypropan-2-yl)-2-(piperidin-4-yl)imidazo[1,2-a]pyridin-6-yl)-6-(1-(trifluoromethyl)cyclopropyl)pyridinecarboxamide